yttrium trifluoromethanesulfonic acid FC(S(=O)(=O)O)(F)F.[Y]